CNS(=O)(=O)C=1C=C(C(=NC1)OC1=CC=C(C=C1)C(F)(F)F)B(O)O (5-(N-methylsulfamoyl)-2-(4-(trifluoromethyl)phenoxy)pyridin-3-yl)boronic acid